CC1(C(C=C(C=C1)NC1=NC=NC(=N1)N1CC(C2=NC(=CC=C21)C)(C)C)N)N 1-methyl-N4-(4-(3,3,5-trimethyl-2,3-dihydro-1H-pyrrolo[3,2-b]pyridin-1-yl)-1,3,5-Triazin-2-yl)benzene-1,2,4-triamine